FC1(C2CN(C(C1)C2)C2=CC1=C(CC(O1)(C)C)C=C2NC(=O)C=2C=NN1C2N=CC=C1)F N-[6-(5,5-difluoro-2-azabicyclo[2.2.1]heptan-2-yl)-2,2-dimethyl-3H-benzofuran-5-yl]pyrazolo[1,5-a]pyrimidine-3-carboxamide